5-(4-(Hexyloxy)-1,2,5-thiadiazol-3-yl)-1-methyl-1-(1-(2-phenylacetoxy)ethyl)-1,2,3,6-tetrahydropyridin-1-ium iodide [I-].C(CCCCC)OC=1C(=NSN1)C1=CCC[N+](C1)(C(C)OC(CC1=CC=CC=C1)=O)C